CC1C(N=C(S1)C)=O methyl-2-methyl-4-oxo-4,5-dihydrothiazole